strontium-copper oxide [Cu]=O.[Sr]